(S)-5-{Amino[1-(1-(difluoromethyl)cyclopropyl)-1H-1,2,3-triazol-4-yl]methyl}-2-methylisoquinolin-1(2H)-one N[C@@H](C1=C2C=CN(C(C2=CC=C1)=O)C)C=1N=NN(C1)C1(CC1)C(F)F